(4,6-dimethoxypyrimidine-2-yl)-carbamic acid COC1=NC(=NC(=C1)OC)NC(O)=O